1-[4-(1H-pyrrolo[2,3-b]pyridin-5-yloxy)phenyl]-3-[3-(trifluoromethyl)phenyl]-2-imidazolidinone N1C=CC=2C1=NC=C(C2)OC2=CC=C(C=C2)N2C(N(CC2)C2=CC(=CC=C2)C(F)(F)F)=O